2-acetyl-3-(methylamino)-N-(4-nitrophenyl)but-2-enylthioamide C(C)(=O)C(CS[NH-])=C(CC1=CC=C(C=C1)[N+](=O)[O-])NC